N1(CCOCC1)C1=NC(=CC=C1)N1CCOCC1 2,6-dimorpholin-4-yl-pyridine